3-chlorobenzo[d]isoxazole ClC1=NOC2=C1C=CC=C2